N-(5-Bromo-2-methoxybenzyl)-2,2-diethoxyacetimidamide BrC=1C=CC(=C(CNC(C(OCC)OCC)=N)C1)OC